N-((S)-2-((6-(1,4-dimethyl-1H-pyrazol-5-yl)pyridin-3-yl)amino)-1-((1r,4S)-4-methylcyclohexyl)-2-oxoethyl)-1-methyl-1H-pyrazole-5-carboxamide CN1N=CC(=C1C1=CC=C(C=N1)NC([C@H](C1CCC(CC1)C)NC(=O)C1=CC=NN1C)=O)C